1-(((5S,7S)-3-(2-ethoxypyrimidin-5-yl)-7-methyl-2-oxo-1-oxa-3-azaspiro[4.5]decan-7-yl)methyl)-1H-benzo[d]imidazole-6-carbonitrile C(C)OC1=NC=C(C=N1)N1C(O[C@]2(C1)C[C@@](CCC2)(C)CN2C=NC1=C2C=C(C=C1)C#N)=O